OC[C@@H]1CN(C[C@@H](O1)C(C)C)C(=O)OC(C)(C)C tert-butyl (2S,6S)-2-(hydroxymethyl)-6-(propan-2-yl)morpholine-4-carboxylate